O[C@@H]1[C@H](CCCC1)NC(=O)C=1C=CC(=C(C1)NC(=O)C=1C=NC=C(C1)C1=CC=C(C=C1)C(F)(F)F)C N-(5-{[(1S,2S)-2-hydroxycyclohexyl]carbamoyl}-2-methylphenyl)-5-[4-(trifluoromethyl)phenyl]pyridine-3-carboxamide